5-bromo-3-iodo-1-{[2-(trimethylsilyl)ethoxy]methyl}-1H-pyrrolo[3,4-b]pyridine BrC1=NC=C2N(C=C(C=C21)I)COCC[Si](C)(C)C